C(#N)C1(CC1)C1=NC=CC=C1C1=C(C=C(C=C1)[C@H](CO)NC(=O)NC=1N=C(SC1)C#C)F (R)-1-(1-(4-(2-(1-cyanocyclopropyl)pyridin-3-yl)-3-fluorophenyl)-2-hydroxy-ethyl)-3-(2-ethynylthiazol-4-yl)urea